C(C)(C)(C)OC(=O)N[C@H](CSCC(=O)OC)C methyl 2-{[(2S)-2-{[(tert-butoxy)carbonyl]amino}propyl]sulfanyl}acetate